1-(4-methylbenzene-1-sulfonyl)-N-[(1,3-oxazol-2-yl)methyl]-1H-pyrazole-3-carboxamide CC1=CC=C(C=C1)S(=O)(=O)N1N=C(C=C1)C(=O)NCC=1OC=CN1